4-(dimethylamino)-2-methylazobenzene CN(C1=CC(=C(C=C1)N=NC1=CC=CC=C1)C)C